C(C)OC1=CC(=NN1CC1CNCCC1)C1=CC(=C(C#N)C=C1)F 4-(5-ethoxy-1-(piperidin-3-ylmethyl)-1H-pyrazol-3-yl)-2-fluorobenzonitrile